1-Amino-3-(benzyloxy)-4-carbonyl-N-(1-vinylcyclobutyl)-1,4-dihydropyridine-2-carboxamide NN1C(=C(C(C=C1)=C=O)OCC1=CC=CC=C1)C(=O)NC1(CCC1)C=C